amino-5-((2-(1-(2-aminoethyl)-2-oxo-1,2-dihydropyridin-3-yl)ethyl)amino)-3-ethyl-2-methylpyrazol NC1=C(N(N=C1NCCC=1C(N(C=CC1)CCN)=O)C)CC